tert-butyl (1R,5R)-1-fluoro-3-trityl-3,8-diazabicyclo[3.2.1]octane-8-carboxylate F[C@@]12CN(C[C@@H](CC1)N2C(=O)OC(C)(C)C)C(C2=CC=CC=C2)(C2=CC=CC=C2)C2=CC=CC=C2